C12CN(CC(CC1)N2)C=2C=1N(N=CC2)C=C(C1)C1C(C1)(F)F 4-(3,8-diazabicyclo[3.2.1]octan-3-yl)-6-(2,2-difluorocyclopropyl)pyrrolo[1,2-b]pyridazine